1-(6-amino-5-chloropyridin-3-yl)-3-methylcyclobutane-1-carboxylic acid NC1=C(C=C(C=N1)C1(CC(C1)C)C(=O)O)Cl